C(OCC1=C(C=C(C=C1)NC([C@H](CCCNC(=O)N)NC([C@H](C(C)C)NC(=O)OCC=C)=O)=O)C(NCCCN(C)C)=O)(OC1=CC=C(C=C1)[N+](=O)[O-])=O [4-[[(2S)-2-[[(2S)-2-(allyloxycarbonylamino)-3-methyl-butanoyl]amino]-5-ureido-pentanoyl]amino]-2-[3-(dimethylamino)propylcarbamoyl]phenyl]methyl (4-nitrophenyl) carbonate